C(=O)(O)C1=C(C=C(C(=O)[O-])C#N)C=CC(=C1)C(=O)O 2,4-dicarboxy-α-cyanocinnamate